1-(4-methylphenyl)phenylurea CC1=CC=C(C=C1)C1(CC=CC=C1)NC(=O)N